7-Hydroxy-3'-acetoxyl-4'-methoxyisoflavone OC1=CC=C2C(C(=COC2=C1)C1=CC(=C(C=C1)OC)OC(=O)C)=O